(8aR)-hexahydropyrrolo[1,2-a]pyrazin C1C=2N(CCN1)CCC2